FC1=C(C#N)C=CC(=C1)C1=C(C=2N(C(=N1)N1CC(CCC1)NC)C=CN2)C2=CC(=C(C=C2)OC)F 2-fluoro-4-(8-(3-fluoro-4-methoxyphenyl)-5-(3-(methylamino)piperidin-1-yl)imidazolo[1,2-c]pyrimidin-7-yl)benzonitrile